ClC=1C(=NC(=NC1)F)NC1=CC=C2C=NN(C2=C1)CCC(C)(O)C 4-(6-((5-chloro-2-fluoropyrimidin-4-yl)amino)-1H-indazol-1-yl)-2-methylbutan-2-ol